C(C)C1=C(C(=CC=C1)CC)N1N=C2C(CN(CC2)C2=NC=C(C=N2)C(F)(F)F)=C1C1=C2C=CNC2=C(C=C1)OC 2-(2,6-diethylphenyl)-3-(7-methoxy-1H-indol-4-yl)-5-(5-(trifluoromethyl)pyrimidin-2-yl)-4,5,6,7-tetrahydro-2H-pyrazolo[4,3-c]pyridine